Ethylenedinitrilotetraacetic acid, disodium salt [Na+].[Na+].C(CN(CC(=O)[O-])CC(=O)[O-])N(CC(=O)O)CC(=O)O